benzyl 2-benzyl-3-oxopyrrolidine-1-carboxylate C(C1=CC=CC=C1)C1N(CCC1=O)C(=O)OCC1=CC=CC=C1